ClC=1C(=NC(=NC1)NC1=C(C=C(C(=O)NC(CC(=O)OCC)C(F)(F)F)C=C1)OC)C=1C=NN(C1)C(C)C ethyl 3-(4-((5-chloro-4-(1-isopropyl-1H-pyrazol-4-yl)pyrimidin-2-yl)amino)-3-methoxybenzamido)-4,4,4-trifluorobutanoate